(R)-1-(3-fluorobenzofuran-5-yl)propan-2-amine FC1=COC2=C1C=C(C=C2)C[C@@H](C)N